NC1=NN2C(C=C(C=C2)C=2C(=C(C(=O)NCC(C(O)C3=NC(=C(C=C3)Cl)Cl)(F)F)C(=CC2)OC)F)=N1 3-{2-amino-[1,2,4]triazolo[1,5-a]pyridin-7-yl}-N-[3-(5,6-dichloropyridin-2-yl)-2,2-difluoro-3-hydroxypropyl]-2-fluoro-6-methoxybenzamide